C(N)(=O)C=1N(N=C2C1NCCC2N2[C@H]1CN([C@@H](C2)C1)C(=O)OC(C)(C)C)C1=CC=C(C=C1)OC1=CC=CC=C1 tert-butyl (1R,4R)-5-[3-carbamoyl-2-(4-phenoxyphenyl)-4,5,6,7-tetrahydro-2H-pyrazolo[4,3-b]pyridin-7-yl]-2,5-diazabicyclo[2.2.1]heptane-2-carboxylate